FC=1C(=NC=C(C1)C(F)(F)F)OC1CCC2(CNC2)CC1 7-((3-Fluoro-5-(trifluoromethyl)pyridin-2-yl)oxy)-2-azaspiro[3.5]nonan